Cl.FC1(CC12CNC(C2)C(=O)O)F 1,1-difluoro-5-azaspiro[2.4]heptane-6-carboxylic acid hydrochloride